N1=C(C=NC=C1)CN1C=NC(=C1)C(=O)O 1-(pyrazin-2-ylmethyl)-1H-imidazole-4-carboxylic acid